2-{6-[(5,5-dimethyl-4-azaspiro[2.5]octan-7-yl)oxy]pyridazin-3-yl}-5-(1,3-oxazol-2-yl)pyridin-3-ol CC1(NC2(CC2)CC(C1)OC1=CC=C(N=N1)C1=NC=C(C=C1O)C=1OC=CN1)C